C(C)(C)(C)NC=NC(C)(C)C N,N'-di-tert-butylformamidine